CN1C(=CC2=CC=CC(=C12)B(O)O)C 1,2-DIMETHYL-1H-INDOLE-7-BORONIC ACID